N-phenyl-dibenzo[B,d]thiophene-4-amine C1(=CC=CC=C1)NC1=CC=CC2=C1SC1=C2C=CC=C1